CC1=NC=C(C(=N1)C(F)(F)F)O methyl-5-hydroxy-4-(trifluoromethyl)pyrimidine